S1C=NC=C1CCC=O 3-(1,3-thiazol-5-yl)propan-1-one